(quaterphenylyl)bis(diphenylfluorenyl)amine C1(=C(C=CC=C1)N(C1=C(C(=CC=2C3=CC=CC=C3CC12)C1=CC=CC=C1)C1=CC=CC=C1)C1=C(C(=CC=2C3=CC=CC=C3CC12)C1=CC=CC=C1)C1=CC=CC=C1)C=1C(=CC=CC1)C=1C(=CC=CC1)C1=CC=CC=C1